2-(2-fluoro-5-hydroxyphenyl)-4(s)-ethylimidazole FC1=C(C=C(C=C1)O)C=1NC=C(N1)CC